2-Methylthiazole-4,5-dicarboxylic acid CC=1SC(=C(N1)C(=O)O)C(=O)O